O1C(=NC2=C1C=CC=C2)SCCCOC2=CC=C(C=C2)C(C=CC2=CC=C(C=C2)F)=O 1-(4-(3-(benzo[d]oxazol-2-yl-thio)propoxy)phenyl)-3-(4-fluorophenyl)-2-propen-1-one